C(C)N1C[C@H]([C@@H](CC1)N1N=CC(=C1)C1(NC=C(C(=N1)NC)C(F)(F)F)N)F 2-(1-((trans)-1-ethyl-3-fluoropiperidin-4-yl)-1H-pyrazol-4-yl)-N4-methyl-5-(trifluoromethyl)pyrimidine-2,4-diamine